FC=1C(=NC=C(C1C)OC1CCN(CC1)[C@H](C)C1=CC=CC=C1)S(=O)(=O)NC=1N=CSC1 (R)-3-fluoro-4-methyl-5-((1-(1-phenylethyl)piperidin-4-yl)oxy)-N-(thiazol-4-yl)pyridine-2-sulfonamide